(2R,5S)-4-(3-Chloro-4-cyanophenyl)-2,5-dimethyl-N-(6-(4-(2-oxoethyl)piperidin-1-yl)pyridin-3-yl)piperazine-1-carboxamide ClC=1C=C(C=CC1C#N)N1C[C@H](N(C[C@@H]1C)C(=O)NC=1C=NC(=CC1)N1CCC(CC1)CC=O)C